N,N'-dimethyl-3,7-diazanonan-1,9-dithiol CN(CCCN(CCS)C)CCS